N1N=CC(=C1)C1=CC=C(C=C1)NC1=NC(=NC=C1)N1C=NC2=C1C=C(C=C2)OC N-(4-(1H-pyrazol-4-yl)phenyl)-2-(6-methoxy-1H-benzo[d]Imidazol-1-yl)pyrimidin-4-amine